2-((6-fluoro-2-methylpyridin-3-yl)oxy)-4-methyl-5-(trifluoromethyl)nicotinic acid FC1=CC=C(C(=N1)C)OC1=C(C(=O)O)C(=C(C=N1)C(F)(F)F)C